C(=O)(OCC1=CC=CC=C1)N[C@@H](C(C)C)C(=O)O CBz-Z-valine